NC=1C(=NN2C1C=CC=C2)OCC[O-] 2-[(3-aminopyrazolo[1,5-a]pyridin-2-yl)oxy]ethoxide